[1-(fluoromethyl)cyclopropyl]-[(5s,7s)-7-fluoro-5-phenyl-6,7-dihydro-5H-pyrrolo[1,2-b][1,2,4]triazol-2-yl]methanone FCC1(CC1)C(=O)C=1N=C2N(N1)[C@@H](C[C@@H]2F)C2=CC=CC=C2